CC1=C(C=CC=C1)C(C(=O)N)C(=O)N (2-methylphenyl)malonamide